O=C(CC[C@H]1NC(OC1)=O)N1CC(C1)C1=CC=C(C=C1)OC1=NC=C(N=C1)C(F)(F)F (4R)-4-[3-Oxo-3-[3-[4-[5-(trifluoromethyl)pyrazin-2-yl]oxyphenyl]azetidin-1-yl]propyl]oxazolidin-2-one